FN1C2(CC(C3=CC=CC=C13)=O)CCN(CC2)C(=O)NC2(CC2)C2=CC=C(C=C2)F fluoro-N-(1-(4-fluorophenyl)cyclopropyl)-4'-oxo-3',4'-dihydro-1'H-spiro[piperidine-4,2'-quinoline]-1-carboxamide